FC=1C=C(CNC=2N=NN(C2)CCCCOC2=NC3=C(C4=CN=CC=C24)C=CC(=C3)C(=O)O)C=C(C1OC(F)(F)F)F 5-(4-(4-((3,5-Difluoro-4-(trifluoromethoxy)benzyl)amino)-1H-1,2,3-triazol-1-yl)butoxy)benzo[c][2,6]naphthyridine-8-carboxylic acid